Cl.FC=1C=C(CNS(=O)(=O)N)C=CC1C1=CC=NC=2NC(C=CC12)=O N-(3-fluoro-4-(7-oxo-7,8-dihydro-1,8-naphthyridin-4-yl)benzyl)sulfamide hydrochloride